C(C)C1C(CC2CCC(CC2C1)C(=O)O)C(=O)O 3-ethyl-2,6-decalindicarboxylic acid